C(C1=CC=CC=C1)N1CC(CC(C1)C)NC(OC(C)(C)C)=O tert-Butyl (1-benzyl-5-methylpiperidin-3-yl)carbamate